NC1=NC=CC=C1C1=NC=2C(=NC(=CC2)C2=CC(=NC=C2)OC)N1C1=CC=C(C=C1)CO (4-(2-(2-aminopyridin-3-yl)-5-(2-methoxypyridin-4-yl)-3H-imidazo[4,5-b]pyridin-3-yl)phenyl)methanol